C(C)S(=O)(=O)NC1=C(C=C(C=C1)C1=NNC(=C1C(=O)N)NC1=NC=CN=C1)OCC1=NC=CC=C1 3-{4-ethanesulfonamido-3-[(pyridin-2-yl)methoxy]phenyl}-5-[(pyrazin-2-yl)amino]-1H-pyrazole-4-carboxamide